CC=1C=NC=CC1C=1N=C(C2=C(N1)C=NC=C2)NCCC 2-(3-methylpyridin-4-yl)-N-propylpyrido[3,4-d]Pyrimidin-4-amine